FC=1C=C(C=C(C1OC1=C2C(=NC=C1)N(C=C2C2(COC2)OC)COCC[Si](C)(C)C)F)NC(=O)NCC2(COC2)F N-(3,5-difluoro-4-{[3-(3-methoxyoxetan-3-yl)-1-{[2-(trimethylsilyl)ethoxy]methyl}-1H-pyrrolo[2,3-b]pyridin-4-yl]oxy}phenyl)-N'-[(3-fluorooxetan-3-yl)methyl]urea